ClC1=CSC2=C1NC(=C2)C(=O)N2[C@@H]([C@@H]1[C@H](C2)CC(C1)(F)F)C(=O)N[C@H](C[C@H]1C(NCCC1)=O)C#N (1S,3aR,6aS)-2-(3-chloro-4H-thieno[3,2-b]pyrrole-5-carbonyl)-N-((R)-1-cyano-2-((S)-2-oxopiperidin-3-yl)ethyl)-5,5-difluorooctahydrocyclopenta[c]pyrrole-1-carboxamide